benzyl-1,2,4-thiadiazolidine C(C1=CC=CC=C1)N1SCNC1